FC1=CC=C(C=C1)[C@H]1[C@@H](C1)NCCC[C@@H](C(=O)N1CCN(CC1)C)NC(C1=CC=C(C=C1)C1=NN(C=N1)C)=O N-[(2S)-5-[[(1R,2S)-2-(4-Fluorophenyl)cyclopropyl]amino]-1-(4-methylpiperazin-1-yl)-1-oxopentan-2-yl]-4-(1-methyl-1H-1,2,4-triazol-3-yl)benzamide